(7S)-11-chloro-12-cyclopropyl-9-(2,6-difluorophenyl)-3,7-dimethyl-2,4,5,8,13-pentazatricyclo[8.4.0.02,6]tetradeca-1(10),3,5,8,11,13-hexaene ClC=1C=2C(=N[C@H](C3=NN=C(N3C2C=NC1C1CC1)C)C)C1=C(C=CC=C1F)F